1,2-Bis(aminoethoxy)-ethan NCCOCCOCCN